(S)-(6-(3-methyl-1H-pyrrolo[2,3-b]pyridin-5-yl)-8-(pyrrolidin-2-yl)-3,4-Dihydroisoquinolin-2(1H)-yl)(2,6-dimethylpyridin-4-yl)methanone CC1=CNC2=NC=C(C=C21)C=2C=C1CCN(CC1=C(C2)[C@H]2NCCC2)C(=O)C2=CC(=NC(=C2)C)C